FC(OC1=CC=C(C=C1)C1=CC=C(C=C1)OC1=C(N=NN1)C(=O)O)(F)F 5-((4'-(trifluoromethoxy)-[1,1'-biphenyl]-4-yl)oxy)-1H-1,2,3-triazole-4-carboxylic acid